N[C@@](C(=O)O)(CC1=C(C=C(C=C1)B(O)O)C)C (R)-2-amino-3-(4-dihydroxyboryl-2-methylphenyl)-2-methylpropanoic acid